N-[4-[3-(3,4-Dihydroxyphenyl)prop-2-enoyl]phenyl]-2-thiophen-2-ylacetamide OC=1C=C(C=CC1O)C=CC(=O)C1=CC=C(C=C1)NC(CC=1SC=CC1)=O